4-((4-fluoro-2-methylphenyl)amino)-N-(6-methoxy-2-methylpyridin-3-yl)-2-(trifluoromethyl)pyrimidine-5-carboxamide FC1=CC(=C(C=C1)NC1=NC(=NC=C1C(=O)NC=1C(=NC(=CC1)OC)C)C(F)(F)F)C